N-((4-ethyl-4,7-dihydro-5H-thieno[2,3-c]pyran-7-yl)methyl)-2-((R)-9-(pyridin-2-yl)-6-oxaspiro[4.5]decan-9-yl)ethanamine C(C)C1C2=C(C(OC1)CNCC[C@]1(CCOC3(CCCC3)C1)C1=NC=CC=C1)SC=C2